(cis-1-benzyl-2,6-dimethylpiperidin-4-ylidene)hydrazine-1-carboxylic acid tert-butyl ester C(C)(C)(C)OC(=O)NN=C1C[C@@H](N([C@@H](C1)C)CC1=CC=CC=C1)C